C1(=CC=CC=C1)P(C1=CC=CC=C1)CC1=CC=CC2=CC3=CC=CC(=C3N=C12)CP(C1=CC=CC=C1)C1=CC=CC=C1 4,5-bis-(di-phenylphosphinomethyl)acridine